ClC=1C(=NC(=NC1)NC=1C=C(C=NC1)N1C(CCC1)=O)C1CN(CCC1)C1CC1 1-(5-((5-chloro-4-(1-cyclopropylpiperidin-3-yl)pyrimidin-2-yl)amino)pyridin-3-yl)pyrrolidin-2-one